Cl.Cl.FCCN1CCN(CC1)CCOC1=CC=C(C=C1)CC(=O)O [4-[2-[4-(2-fluoroethyl)piperazin-1-yl]ethoxy]phenyl]acetic acid, dihydrochloride